NC=1C2=C(N=CN1)N(C(=C2Br)C2=CCC1(CCN(CC1)C(=O)OC(C)(C)C)CC2)C 2-methylpropan-2-yl 9-(4-amino-5-bromo-7-methylpyrrolo[2,3-d]-pyrimidin-6-yl)-3-azaspiro[5.5]undec-8-ene-3-carboxylate